NC=1C(=CC2=C(OC3=C2C=CC=C3)C1C1=C3C=NNC3=CC=C1C)C(=O)N 3-amino-4-(5-methyl-1H-indazol-4-yl)dibenzo[b,d]furan-2-carboxamide